m-{2-[(R)-3-hydroxy-1-pyrrolidinyl]-6-(1-{[6-(methoxymethyl)-2-pyridinyl]methyl}-1H-1,2,3-triazol-4-yl)-4-pyrimidinyl}benzonitrile O[C@H]1CN(CC1)C1=NC(=CC(=N1)C=1C=C(C#N)C=CC1)C=1N=NN(C1)CC1=NC(=CC=C1)COC